ClC=1C(=NC=CC1C1=NC(=C(C=C1)CNC[C@@H]1CCC(N1)=O)OC)C1=C(C(=CC=C1)NC1=NC=CC(=C1F)CNC1CCOCC1)Cl (S)-5-((((3'-chloro-2'-(2-chloro-3-((3-fluoro-4-(((tetrahydro-2H-pyran-4-yl)amino)methyl)pyridin-2-yl)amino)phenyl)-6-methoxy-[2,4'-bipyridin]-5-yl)methyl)amino)methyl)pyrrolidin-2-one